(2,3-dihydro-benzo[1,4]dioxin-5-yl)-pyridine-2,6-diamine O1CCOC2=C1C=CC=C2C=2C(=NC(=CC2)N)N